O[C@@]1(C(N(CC1)C)=O)C1=CC(=NO1)C=1C=C(C=CC1)C=1N=C(C2=C(N1)C=CN2S(=O)(=O)C2=CC=C(C)C=C2)C(=O)[O-] (R)-2-(3-(5-(3-Hydroxy-1-methyl-2-oxopyrrolidin-3-yl)isoxazol-3-yl)phenyl)-5-tosyl-5H-pyrrolo[3,2-d]pyrimidine-4-carboxylate